t-butylperoxyisopropenylcumylperoxide C(C)(C)(C)OOC(C(C)(C1=CC=CC=C1)OOC(C(OOC(C)(C)C)C(=C)C)(C)C1=CC=CC=C1)C(=C)C